3-(3-(tert-butyl)-4-fluorophenyl)-N-methylcyclobutan-1-amine C(C)(C)(C)C=1C=C(C=CC1F)C1CC(C1)NC